The molecule is an 11beta-hydroxy steroid, a 17alpha-hydroxy steroid, a 21-hydroxy steroid, a 3beta-hydroxy-Delta(5)-steroid, a primary alpha-hydroxy ketone and a tertiary alpha-hydroxy ketone. It has a role as a mouse metabolite. It derives from a pregnenolone. C[C@]12CC[C@@H](CC1=CC[C@@H]3[C@@H]2[C@H](C[C@]4([C@H]3CC[C@@]4(C(=O)CO)O)C)O)O